C(C)(CC)NCCC(=O)NC1=C(C2=C(CN(CC2)C(=O)OC(C)(C)C)S1)C=1SC2=C(N1)C=C(C(=C2)C)C tert-Butyl 2-(3-(sec-butylamino)propanamido)-3-(5,6-dimethylbenzo[d]thiazol-2-yl)-4,7-dihydrothieno[2,3-c]pyridine-6(5H)-carboxylate